(3-(Heptadecyloxy)-5-(pentadecyloxy)phenyl)methanol C(CCCCCCCCCCCCCCCC)OC=1C=C(C=C(C1)OCCCCCCCCCCCCCCC)CO